ClC=1C=C(C=CC1)[C@@H](CO)NC(=O)C=1OC=C(N1)C1=NC(=NC=C1C)NC1=CSC=C1OCC (S)-N-(1-(3-chlorophenyl)-2-hydroxyethyl)-4-(2-((4-ethoxythiophen-3-yl)amino)-5-methylpyrimidin-4-yl)oxazole-2-carboxamide